BrC1=CC=C2C3(CC=4C(=NOC4C2=C1)C=1C(=C(C=CC1F)S(=O)(=O)NCC[Si](C)(C)C)OC)CC3 (8'-bromo-4'H-spiro[cyclopropane-1,5'-naphtho[2,1-d]isoxazol]-3'-yl)-4-fluoro-2-methoxy-N-(2-(trimethylsilyl)ethyl)benzenesulfonamide